(R)-(3-aminopiperidin-1-yl)(2-(1-(cyclopropylmethyl)-1H-indol-2-yl)-6-(phenethylsulfonyl)-5,6-dihydro-4H-imidazo[1,5,4-de]quinoxalin-8-yl)methanone N[C@H]1CN(CCC1)C(=O)C=1C=C2C=3N(CCN(C3C1)S(=O)(=O)CCC1=CC=CC=C1)C(=N2)C=2N(C1=CC=CC=C1C2)CC2CC2